[2H]C([2H])([2H])C([2H])([2H])N.Cl Ethyl-d5-amine hydrochloride